BrC=1C=C2C(=C(C(NC2=NC1)=O)C(=O)O)C 6-bromo-4-methyl-2-oxo-1,2-dihydro-1,8-naphthyridine-3-carboxylic acid